(Z)-2-(1-(Cyclopropylmethylene)-5-fluoro-2-(4-(4-fluorophenoxy)benzyl)-1H-inden-3-yl)acetic acid C1(CC1)\C=C/1\C(=C(C2=CC(=CC=C12)F)CC(=O)O)CC1=CC=C(C=C1)OC1=CC=C(C=C1)F